(2-chlorophenyl)-5-oxo-N-(5-(trifluoromethyl)thiazol-2-yl)pyrrolidine-3-carboxamide ClC1=C(C=CC=C1)N1CC(CC1=O)C(=O)NC=1SC(=CN1)C(F)(F)F